C(#N)C1=CC=2N(N=C1)C(=CC2)C2=NC=C(C(=O)NC[C@H](C(C)(C)O)F)C(=C2)NC2CCC(CC2)C2=NN(C=C2)C(F)F 6-(3-Cyanopyrrolo[1,2-b]pyridazin-7-yl)-4-(((1R,4R)-4-(1-(difluoromethyl)-1H-pyrazol-3-yl)cyclohexyl)amino)-N-((R)-2-fluoro-3-hydroxy-3-methylbutyl)nicotinamide